ClC=1C(=NC=C(C1)C(F)(F)F)N1CCC(CC1)(C(=O)N[C@@H]1CN(CC1)C)C=1C=CC(=NC1)C=1C(=NC=CC1)OCC 1-[3-chloro-5-(trifluoromethyl)pyridin-2-yl]-4-{2'-ethoxy-[2,3'-bipyridin]-5-yl}-N-[(3S)-1-methylpyrrolidin-3-yl]piperidine-4-carboxamide